3-((12-(perfluorophenyl)dodecyl)oxy)propyl hydrogen ((((R)-1-(6-amino-9H-purin-9-yl)propan-2-yl)oxy)methyl)phosphonate NC1=C2N=CN(C2=NC=N1)C[C@@H](C)OCP(OCCCOCCCCCCCCCCCCC1=C(C(=C(C(=C1F)F)F)F)F)(O)=O